C1(=CC=CC=C1)C=1C=CC2=CC3=CC=4NC5=CC=CC=C5C4C(C3=C2C1)(C)C 10-phenyl-12,12-dimethyl-indeno[2,1-b]carbazole